N-(5-chloro-2-methoxyphenyl)-3-hydroxy-4-[2-methoxy-5-(phenylcarbamoyl)phenylazo]-2-naphthamide ClC=1C=CC(=C(C1)NC(=O)C1=CC2=CC=CC=C2C(=C1O)N=NC1=C(C=CC(=C1)C(NC1=CC=CC=C1)=O)OC)OC